3,3-dicyclopropyl-N-[5-[3,5-dimethyl-1-(2-trimethylsilylethoxymethyl)pyrazol-4-yl]-6-fluoro-2-pyridyl]-2-[5-(2-isopropylpyrazol-3-yl)-4H-1,2,4-triazol-3-yl]propanamide C1(CC1)C(C(C(=O)NC1=NC(=C(C=C1)C=1C(=NN(C1C)COCC[Si](C)(C)C)C)F)C1=NN=C(N1)C=1N(N=CC1)C(C)C)C1CC1